Z-L-asparagine tert-butyl ester CC(C)(C)OC(=O)[C@H](CC(=O)N)NC(=O)OCC1=CC=CC=C1